ClC1=NC=C(C(=C1)C(=O)NCCC1=C(C=C(C=C1)Cl)Cl)OC1=CC(=CC=C1)C 2-chloro-N-[2-(2,4-dichlorophenyl)ethyl]-5-(3-methylphenoxy)pyridine-4-carboxamide